FC1(CC12CN(CC2)C2=NC=CC1=C2N=C(N=C1)NC1=NC=C(C=C1)N1CC2(C1)CN(C2)CC)F 8-(1,1-difluoro-5-azaspiro[2.4]heptan-5-yl)-N-(5-(6-ethyl-2,6-diazaspiro[3.3]heptan-2-yl)pyridin-2-yl)pyrido[3,4-d]pyrimidin-2-amine